BrC1=CC(=C(C#N)C=C1O)C 4-Bromo-5-hydroxy-2-methylbenzonitrile